(3R)-3-(7-cyclopropyl-1,4-dimethyl-1H-benzotriazol-5-yl)-3-(7-{[(2R)-2-ethyl-7-hydroxy-2,3-dihydropyrido[2,3-f][1,4]oxazepin-4(5H)-yl]methyl}-1-benzothiophen-5-yl)propanoic acid C1(CC1)C1=CC(=C(C2=C1N(N=N2)C)C)[C@H](CC(=O)O)C=2C=C(C1=C(C=CS1)C2)CN2C[C@H](OC1=C(C2)N=C(C=C1)O)CC